di-n-butyl cyclohexane-1,2-dicarboxylate C1(C(CCCC1)C(=O)OCCCC)C(=O)OCCCC